N-(1-(7-(5-((Dimethylamino)methyl)thiophen-2-yl)quinolin-5-yl)cyclopropyl)-2-methyl-5-((1-methylazetidin-2-yl)methoxy)benzamide CN(C)CC1=CC=C(S1)C1=CC(=C2C=CC=NC2=C1)C1(CC1)NC(C1=C(C=CC(=C1)OCC1N(CC1)C)C)=O